CC=1N=C2N(N=CC(=C2)C2=C(C=CC(=N2)C#N)C=2C=NN(C2)CC(C(F)(F)F)(C)C)C1 6-(2-methylimidazo[1,2-b]pyridazin-7-yl)-5-[1-(3,3,3-trifluoro-2,2-dimethylpropyl)-1H-pyrazol-4-yl]pyridine-2-carbonitrile